ClC1=NC(=NC=C1C=O)SC 4-chloro-2-(methylthio)pyrimidin-5-formaldehyde